N-(2-(2-methoxyethoxy)-5-methylphenyl)thiophene-2-carboxamide COCCOC1=C(C=C(C=C1)C)NC(=O)C=1SC=CC1